4-(4-(4-fluorophenyl)-1-methyl-1H-1,2,3-triazol-5-yl)pyridine FC1=CC=C(C=C1)C=1N=NN(C1C1=CC=NC=C1)C